CCCC(C)C1(CCCCC1)C1=CC=C(C=O)C=C1 mono(4-trans-(4-pentyl)cyclohexyl)benzaldehyde